1-methyl-2-{[4-(6-{[2-(trifluoromethoxy)benzyl]oxy}pyridin-2-yl)piperidin-1-yl]methyl}-1H-benzimidazole-6-carboxylic acid CN1C(=NC2=C1C=C(C=C2)C(=O)O)CN2CCC(CC2)C2=NC(=CC=C2)OCC2=C(C=CC=C2)OC(F)(F)F